CN(C1CCN(CC1)C1=C(C=C(C(=C1)F)C=1C=NC(=NC1)N1CCOCC1)NC(=O)C1=CNC(C=C1C(F)(F)F)=O)C N-[2-[4-(dimethylamino)piperidin-1-yl]-4-fluoro-5-(2-morpholin-4-ylpyrimidin-5-yl)phenyl]-6-oxo-4-(trifluoromethyl)-1H-pyridine-3-carboxamide